4-[[6-[5-Carboxypentyl(ethyl)amino]-1,1-dimethyl-2H-xanthen-10-ium-3-yl]-methyl-amino]benzensulfonat C(=O)(O)CCCCCN(C=1C=C2[O+]=C3C=C(CC(C3=CC2=CC1)(C)C)N(C1=CC=C(C=C1)S(=O)(=O)[O-])C)CC